C(=C)C=1C(=CSC1)CC(=O)OC methyl 2-(4-vinylthiophen-3-yl)acetate